C(C)N(CCOCC(=O)N(CCCC)CCCC)CC 2-[2-(diethylamino)ethoxy]-N,N-dibutyl-acetamide